ClC=1C=C(C=C(C1)OCC1CC1)N1C(N(C(C(=C1)C=1C(=NC=CC1)OC)=O)C=1C=NC=CC1)=O 1-[3-chloro-5-(cyclopropylmethoxy)phenyl]-5-(2-methoxy-3-pyridyl)-3-(3-pyridyl)pyrimidine-2,4-dione